5-bromo-2-hydroxy-3-((phenethylimino)meth-yl)phenyl isobutyrate C(C(C)C)(=O)OC1=C(C(=CC(=C1)Br)C=NCCC1=CC=CC=C1)O